FC=1C=C2CCC(C2=CC1)C1=C(C(=O)NC2=CC(=CC=C2)S(N)(=O)=O)C=CC(=C1)C(F)(F)F 2-(5-fluoro-2,3-dihydro-1H-inden-1-yl)-N-(3-sulfamoylphenyl)-4-(trifluoromethyl)benzamide